Cl.C1=C(C=CC2=CC=CC=C12)[C@@]12CNC[C@H]2C1 (1R,5S)-1-(naphthalene-2-yl)-3-azabicyclo[3.1.0]hexane hydrochloride